(Carbazolylbiphenylyl)bis(dibenzothiophenyl)triazine C1(=CC=CC=2C3=CC=CC=C3NC12)C=1C(=C(C=CC1)C1=CC=CC=C1)C=1C(=NN=NC1C1=CC=CC=2SC3=C(C21)C=CC=C3)C3=CC=CC=2SC1=C(C23)C=CC=C1